CP(CCCCP(C)C)C 1,4-bis(dimethylphosphino)butane